OC1=CC=C(C=C1)C(CC)(CC)C1=CC=C(OC2CC(C2)NC(OC(C)(C)C)=O)C=C1 Tert-butyl ((1s,3s)-3-(4-(3-(4-hydroxyphenyl)pentane-3-yl)phenoxy)cyclobutyl)carbamate